4-(tris(trifluoromethyl)perylene-3-yl)butyric acid FC(F)(F)C=1C2=C(C(=C(C=3C=4C=CC=C5C=CC=C(C(=CC1)C23)C54)C(F)(F)F)C(F)(F)F)CCCC(=O)O